BrC1=CC=C(C=C1)C1C(C(C1)=O)(Cl)Cl 3-(4-bromophenyl)-2,2-dichlorocyclobutanone